pyrazolo[1,5-a]pyridine-3-Formonitrile N1=CC(=C2N1C=CC=C2)C#N